C1(=CC=CC=C1)CCN=C=S Phenylethylisothiocyanat